methyl 2-[[2-[(2S)-1-[(2,3-difluorophenyl)methyl]-5-oxopyrrolidin-2-yl]acetyl]-methylamino]acetat FC1=C(C=CC=C1F)CN1[C@@H](CCC1=O)CC(=O)N(CC(=O)OC)C